(4S)-8-[3-(3,4-dichloro-2-methyl-2H-indazol-5-yl)-5-methyl-1H-pyrazolo[3,4-b]pyrazin-6-yl]-2-oxa-8-azaspiro[4.5]decan-4-amine ClC=1N(N=C2C=CC(=C(C12)Cl)C1=NNC2=NC(=C(N=C21)C)N2CCC1([C@@H](COC1)N)CC2)C